(2-(1,1-difluoroethyl)pyridin-4-yl)-1-(1-carbonyl-1,2-dihydroisoquinolin-5-yl)-5-(trifluoromethyl)-1H-pyrazole-4-carboxamide FC(C)(F)C1=NC=CC(=C1)C1=NN(C(=C1C(=O)N)C(F)(F)F)C1=C2C=CNC(C2=CC=C1)=C=O